3,4-epoxycyclohexylmethyl(3,4-epoxycyclohexane) C1(CC2C(CC1)O2)CC2CC1C(CC2)O1